C1(CC1)NC(C([C@H](CCC(C)(F)F)NC(=O)[C@H]1N(CCC(C1)(C(F)(F)F)O)C([C@H](C(C)(C)C)NC(OC)=O)=O)=O)=O Methyl ((2S)-1-((2S)-2-(((S)-1-(cyclopropylamino)-6,6-difluoro-1,2-dioxoheptan-3-yl)carbamoyl)-4-hydroxy-4-(trifluoromethyl)piperidin-1-yl)-3,3-dimethyl-1-oxobutan-2-yl)carbamate